(7-bromo-3-(methylamino)quinolin-4-yl)dimethylphosphine oxide BrC1=CC=C2C(=C(C=NC2=C1)NC)P(C)(C)=O